N-((2-methyl-4-(4-(trifluoromethoxy)phenyl)-4,5,6,7-tetrahydropyrazolo[1,5-a]pyrimidin-6-yl)methyl)acrylamide CC1=NN2C(N(CC(C2)CNC(C=C)=O)C2=CC=C(C=C2)OC(F)(F)F)=C1